ClC=1C=C(CN2C(C(C3=CC(=CC=C23)NC(C2=CC(=CC=C2)C)=O)=O)=O)C=CC1Cl N-(1-(3,4-dichlorobenzyl)-2,3-diketoindol-5-yl)-3-methylbenzamide